(4S,5R)-4-amino-5-[(4-[6-[1-(2,6-dioxopiperidin-3-yl)-3-methyl-2-oxo-1,3-benzodiazol-5-yl]hexyl]phenyl)methoxy]hexanamide hydrochloride Cl.N[C@@H](CCC(=O)N)[C@@H](C)OCC1=CC=C(C=C1)CCCCCCC1=CC2=C(N(C(N2C)=O)C2C(NC(CC2)=O)=O)C=C1